(R)-2-methyl-N-(1-(naphthalen-1-yl)ethyl)-5-(2-oxopiperidin-1-yl)benzamide CC1=C(C(=O)N[C@H](C)C2=CC=CC3=CC=CC=C23)C=C(C=C1)N1C(CCCC1)=O